3-(3,5-dichlorophenylamino)-2,2-difluoro-3-oxo-propionic acid ethyl ester C(C)OC(C(C(=O)NC1=CC(=CC(=C1)Cl)Cl)(F)F)=O